BrC1=CC(=C(C(=O)NC2=CC=CC=3N(C(=NC32)CC(F)(F)F)C3CC3)C=C1)N1CCC3(CC3)CC1 4-bromo-N-(1-cyclopropyl-2-(2,2,2-trifluoroethyl)-1H-benzo[d]imidazol-4-yl)-2-(6-azaspiro[2.5]octan-6-yl)benzamide